C1(=CC=C(C=C1)N(C=1C=C2C=CC(=CC2=CC1)C1=CC2=CC=CC=C2C=C1)C1=CC=C(C=C1)C1=CC=CC=C1)C1=CC=CC=C1 N,N-bis(4-biphenylyl)-2,2'-binaphthyl-6-amine